Ethylformate C(C)OC=O